(2S,5S)-tert-Butyl 5-hydroxypiperidine-2-carboxylate O[C@H]1CC[C@H](NC1)C(=O)OC(C)(C)C